C(CCCCCCCC)OC(CCCCCCCN(CCCCCCCC\C=C/C\C=C/CCCCC)CCO)=O 8-((2-hydroxyethyl)((9Z,12Z)-octadeca-9,12-dien-1-yl)amino)octanoic acid nonyl ester